6-(4-fluorophenyl)-N-[(6-methylpyridazin-3-yl)methyl]-8-(4-piperidinyloxy)quinazolin-4-amine FC1=CC=C(C=C1)C=1C=C2C(=NC=NC2=C(C1)OC1CCNCC1)NCC=1N=NC(=CC1)C